C(C=C)(=O)OCCC1C(OC1)C1=CC=CC=C1 3-(acryloyloxyethyl)-2-phenyloxetane